((10-((2R,3S,4R,5R,6R)-4,5-bis(benzyloxy)-6-((benzyloxy)methyl)-3-nitrotetrahydro-2H-pyran-2-yl)dec-9-yn-1-yl)oxy)(tert-butyl)dimethylsilane C(C1=CC=CC=C1)O[C@@H]1[C@H]([C@H](O[C@@H]([C@@H]1OCC1=CC=CC=C1)COCC1=CC=CC=C1)C#CCCCCCCCCO[Si](C)(C)C(C)(C)C)[N+](=O)[O-]